CC1C(=C(CCC1)C=C)C dimethyl-vinylcyclohexene